NC1=NC(=C2C(=N1)N(N=C2)CC2=CC=C(C=C2)N)C=2C(=C(C#N)C=CC2)C 3-(6-amino-1-(4-aminobenzyl)-1H-pyrazolo[3,4-d]pyrimidin-4-yl)-2-methylbenzonitrile